C(C1=CC=CC=C1)C1=C(SC=2N3C(COCC21)=NN=C3C)C#CC=3C=CC(=NC3)CCCC#CC3=C2CN(C(C2=CC=C3)=O)C3C(NC(CC3)=O)=O 3-(4-(5-(5-((3-Benzyl-9-methyl-4H,6H-thieno[2,3-e][1,2,4]triazolo[3,4-c][1,4]oxazepin-2-yl)ethynyl)pyridin-2-yl)pent-1-yn-1-yl)-1-oxoisoindolin-2-yl)piperidin-2,6-dion